(±)-Tert-butyl ((1-((1S,2R)-1-(4-chlorophenoxy)-2-ethylcyclopropane-1-carbonyl)piperidin-4-yl)methyl)carbamate ClC1=CC=C(O[C@@]2([C@@H](C2)CC)C(=O)N2CCC(CC2)CNC(OC(C)(C)C)=O)C=C1 |r|